P(=O)(O)(O)C=1C=C(C(=O)[O-])C=CC1 3-phosphonobenzoate